C1(CCCCC1)C(C(C(=O)O)(C)C1CCCCC1)CC(=O)O.N1(CCC1)C1=C(C=CC(=N1)C(=O)N[C@@H](CO)C)OC1=CC=C(C=C1)C(F)(F)F 6-(Azetidin-1-yl)-N-[(2R)-1-hydroxypropan-2-yl]-5-[4-(trifluoromethyl)phenoxy]pyridine-2-carboxamide Dicyclohexyl-MethylGlutarate